methyl 3-(ethylamino)-5-isopropoxy-4-nitrobenzoate C(C)NC=1C=C(C(=O)OC)C=C(C1[N+](=O)[O-])OC(C)C